CN1N=CC(=C1)C1=CNC2=NC=C(N=C21)N[C@@H](C)C=2C=C(C=CC2)NC(C2=CN=C(C=C2)C(F)(F)F)=O (S)-N-(3-(1-((7-(1-methyl-1H-pyrazol-4-yl)-5H-pyrrolo[2,3-b]pyrazin-2-yl)amino)ethyl)phenyl)-6-(trifluoromethyl)nicotinamide